2-((4-methoxybenzyl)oxy)ethyl 4-methylbenzenesulfonate CC1=CC=C(C=C1)S(=O)(=O)OCCOCC1=CC=C(C=C1)OC